2,5-dimethyl-3-furanoic acid CC=1OC(=CC1C(=O)O)C